(R)-N-((S)-(3-chloro-2,4-difluorophenyl)((1R,3s,5S)-6,6-difluorobicyclo-[3.1.0]hexan-3-yl)methyl)-2-methyl-3-oxopiperazine-1-carboxamide ClC=1C(=C(C=CC1F)[C@@H](NC(=O)N1[C@@H](C(NCC1)=O)C)C1C[C@H]2C([C@H]2C1)(F)F)F